N-(4-amino-1H-pyrazolo[4,3-c]pyridin-7-yl)-2-((2R,5S)-2-(3-((R)-2-(dimethylamino)propoxy)phenyl)-5-methylpiperidin-1-yl)-2-oxoacetamide NC1=NC=C(C2=C1C=NN2)NC(C(=O)N2[C@H](CC[C@@H](C2)C)C2=CC(=CC=C2)OC[C@@H](C)N(C)C)=O